N1=CN=CC(=C1)C1=CC=C(C=C1)C(CC(=O)O)C#CC 3-(4-(pyrimidin-5-yl)phenyl)hex-4-ynoic acid